CC=1C=CC2=C(NC(=N2)C2=CC(=CN2)C(=O)C2=C(C=CC=C2)C(F)(F)F)C1 [5-(6-methyl-1H-benzimidazol-2-yl)-1H-pyrrol-3-yl]-[2-(trifluoromethyl)phenyl]methanone